BrCCO[Si](C)(C)C(C)(C)C (2-bromoethoxy)-tert-butyl-dimethyl-silane